OCN1CCC(C=C1)=O 1-(hydroxymethyl)-4-oxo-3,4-dihydropyridin